S1C=C(C=C1)C1=CC=C(C(=O)O)C=C1 4-(thiophen-3-yl)benzoic acid